4-(3-(5-fluoropyridin-2-yl)-1-methyl-1H-pyrazol-4-yl)-1H-pyrrolo[2,3-b]pyridine FC=1C=CC(=NC1)C1=NN(C=C1C1=C2C(=NC=C1)NC=C2)C